ClC(C)C1=CC=C(C=C1)F 1-(1-chloroethyl)-4-fluorobenzene